(3-chloro-5-isopropylisoquinolin-8-yl)-N-methylazetidin-3-amine ClC=1N=CC2=C(C=CC(=C2C1)C(C)C)N1CC(C1)NC